N-[(2-methoxyphenyl)methyl]-1-[2-(1-piperidyl)-4-pyridyl]methanamine COC1=C(C=CC=C1)CNCC1=CC(=NC=C1)N1CCCCC1